(E)-1-[4-chloro-3-(trifluoromethyl)phenyl]-3-[3-(phenyldiazenyl)phenyl]urea ClC1=C(C=C(C=C1)NC(=O)NC1=CC(=CC=C1)\N=N\C1=CC=CC=C1)C(F)(F)F